2-((3-(5-(2-amino-7H-pyrrolo[2,3-d]pyrimidin-4-yl)pyridin-2-yl)-3,6-diazabicyclo[3.1.1]heptan-6-yl)methyl)-4-fluorophenol NC=1N=C(C2=C(N1)NC=C2)C=2C=CC(=NC2)N2CC1N(C(C2)C1)CC1=C(C=CC(=C1)F)O